[Cl-].C(CCCCCCCCCCCCC)[N+](C)(C)CC1=CC=CC=C1 N-tetradecyl-N-benzyl-N,N-dimethylammonium chloride